tert-butyl 4-(5-(3-bromo-2-methoxyphenyl)-4H-1,2,4-triazol-3-yl)piperazine-1-carboxylate BrC=1C(=C(C=CC1)C=1NC(=NN1)N1CCN(CC1)C(=O)OC(C)(C)C)OC